5-(1-adamantyl)-1,3,4-thiadiazol C12(CC3CC(CC(C1)C3)C2)C2=NN=CS2